methyl 1-benzyl-5-cyano-1H-pyrrole-2-carboxylate C(C1=CC=CC=C1)N1C(=CC=C1C#N)C(=O)OC